FC1=CC=C(C=C1)[C@H]1N(CCC2=CC=CC=C12)C(=O)O[C@H]1CN(CC1)C(=O)OC(C)(C)C (R)-1-(tert-butoxycarbonyl)pyrrolidin-3-yl (R)-1-(4-fluorophenyl)-3,4-dihydroisoquinoline-2(1H)-carboxylate